ClC1=C(C=CC=C1)[C@@]1(C(CCCC1)=O)N(C(=O)OC[C@](N(C)C)(C(C)C)C(=O)[O-])C ((((S)-1-(2-Chlorophenyl)-2-oxocyclohexyl)(methyl)carbamoyl) oxy)methyldimethyl-L-valinat